tert-butyl (8-cyclopropyl-5-oxopyrazolo[1,5-a]pyrido[3,2-e]pyrimidin-4(5H)-yl)acetate C1(CC1)C=1C=CC=2C(N(C=3N(C2N1)N=CC3)CC(=O)OC(C)(C)C)=O